4-(2-oxa-5-azabicyclo[4.1.0]heptane-5-yl)-N-((S)-chroman-4-yl)-8-(3,5-dichlorophenyl)-7-fluoroquinoline-3-carboxamide C12OCCN(C2C1)C1=C(C=NC2=C(C(=CC=C12)F)C1=CC(=CC(=C1)Cl)Cl)C(=O)N[C@H]1CCOC2=CC=CC=C12